2-(4-(6-Fluoroquinolin-4-yl)cyclohexyl)propanoic acid ethyl ester C(C)OC(C(C)C1CCC(CC1)C1=CC=NC2=CC=C(C=C12)F)=O